(R)-1-(o-tolyl)ethyl (1-methyl-4-(6-methyl-5-(methylsulfonamido) pyridin-2-yl)-1H-1,2,3-triazol-5-yl)carbamate CN1N=NC(=C1NC(O[C@H](C)C1=C(C=CC=C1)C)=O)C1=NC(=C(C=C1)NS(=O)(=O)C)C